C(C)(=O)N1CC(CC1)N1C[C@@H](N(CC1)C=1C(=C(C=C(C1)C#N)NC1=NC=2N(C(=N1)NC1CC1)N=CC2C#N)Cl)C 2-({3-[(2S)-4-(1-acetylpyrrolidin-3-yl)-2-methylpiperazin-1-yl]-2-chloro-5-cyanophenyl}amino)-4-(cyclopropylamino)pyrazolo[1,5-a][1,3,5]triazine-8-carbonitrile